myristyldimethylamine-N-oxide C(CCCCCCCCCCCCC)[N+](C)(C)[O-]